O=C1NC2=CC=C(C=3C2=C1C=CC3)N3N=CC(=C3C(F)(F)F)C(=O)NC=3C=NC(=C(C3)C(F)(F)F)C=3SC=CN3 1-(2-oxo-1,2-dihydrobenzo[cd]indol-6-yl)-N-(6-(thiazol-2-yl)-5-(trifluoromethyl)pyridin-3-yl)-5-(trifluoromethyl)-1H-pyrazole-4-carboxamide